C1CCN2C1=C(C=1C=CC=CC21)C2=NOC(=N2)C2C(CN(CC2)C(=O)OC(C)(C)C)(F)F tert-butyl 4-(3-(2,3-dihydro-1H-pyrrolo[1,2-a]indol-9-yl)-1,2,4-oxadiazol-5-yl)-3,3-difluoropiperidine-1-carboxylate